O=C1OC(C2=C1C=1C=CCOC1C(=C2)C(=O)N)=O 1,3-dioxo-2-benzofuroPyran-5-carboxamide